(1S,2S)-2-(3-chlorophenyl)-N-(5-((6-cyclopropyl-8-(3-methyl-2,4-dioxoimidazolidin-1-yl)imidazo[1,2-a]pyridin-2-yl)methoxy)pyridazin-3-yl)cyclopropane-1-carboxamide ClC=1C=C(C=CC1)[C@@H]1[C@H](C1)C(=O)NC=1N=NC=C(C1)OCC=1N=C2N(C=C(C=C2N2C(N(C(C2)=O)C)=O)C2CC2)C1